C1(CC1)CCCOC=1C=C(C=CC1OC)N1C(N([C@H](CC1)C)CC1=C(C=C(C=C1)CC(=O)N1C[C@@H](OCC1)CN(C)C)OC)=O (S)-1-(3-(3-cyclopropylpropoxy)-4-methoxyphenyl)-3-(4-(2-((S)-2-((dimethylamino)methyl)morpholino)-2-oxoethyl)-2-methoxybenzyl)-4-methyltetrahydropyrimidin-2(1H)-one